ethyl 3-(4,5-difluoro-2-methoxyphenyl)prop-2-enoate FC1=CC(=C(C=C1F)C=CC(=O)OCC)OC